Tris(dimethylaminomethyl)methyl-tin CN(C)C[Sn](C)(CN(C)C)CN(C)C